COC1=CC=C(C(=N1)N(C(OC(C)(C)C)=O)C)N1N=CC=N1 tert-butyl (6-methoxy-3-(2H-1,2,3-triazol-2-yl)pyridin-2-yl)(methyl)carbamate